N-(3-hydroxy-14-methyl-pentadecanoyl)ornithine OC(CC(=O)N[C@@H](CCCN)C(=O)O)CCCCCCCCCCC(C)C